6-(4-fluoro-1-((5-methoxynaphthalen-2-yl)methyl)-1H-indole-7-carboxamido)spiro[3.3]heptane-2-carboxylic acid FC1=C2C=CN(C2=C(C=C1)C(=O)NC1CC2(CC(C2)C(=O)O)C1)CC1=CC2=CC=CC(=C2C=C1)OC